(1S,3S,5S,11R)-1-ethyl-7-methoxy-1,3,4,10,11,11a-hexahydro-2H-3,11-methanoindolizino[2,3-b]indole C(C)[C@H]1C[C@@H]2CN3C1[C@H](C=1NC4=CC=C(C=C4C13)OC)C2